[Si](C)(C)(C(C)(C)C)OCC1=C(N)C=CC=C1 2-{tert-butyldimethylsilanyloxymethyl}aniline